pentadecyl-calcium thiocarbamate C(N)([O-])=S.C(CCCCCCCCCCCCCC)[Ca+]